C(C)(C)(C)OC(=O)N1CC(N(CC1)C=1C=CC(=NC1)NC1=C(N=NC(=C1)C1=C(C=CC=C1F)F)C(=O)O)=O ((5-(4-(tert-butoxycarbonyl)-2-oxopiperazin-1-yl)pyridin-2-yl)amino)-6-(2,6-difluorophenyl)pyridazine-3-carboxylic acid